CC=1C(=CC2=C(N=CS2)C1)C(=O)O 5-methylbenzo[d]thiazole-6-carboxylic acid